C(#N)C1=CC=C2C(=N1)NC=C2C2=NC(=NC=C2C(F)(F)F)N[C@@H]2C[C@H](CC2)NCCOCCN(C)C (1-{[(1S,3S)-3-{[4-(6-cyano-1H-pyrrolo[2,3-b]pyridin-3-yl)-5-(trifluoromethyl)pyrimidin-2-yl]amino}cyclopentyl]amino}-6-aza-3-oxahept-6-yl)methane